N,N-Bis[3-(methylamino)propyl]methylamine CNCCCN(CCCNC)C